vinyldimethyl-(1-methylethyl)silane C(=C)[Si](C(C)C)(C)C